ethyl 2-chloro-3-(trifluoromethyl)quinoline-6-carboxylate ClC1=NC2=CC=C(C=C2C=C1C(F)(F)F)C(=O)OCC